N[C@H](C(=O)NC1=NC=C(C=C1)C=1C(=NOC1C)C)C1CCCCCC1 (S)-2-amino-2-cycloheptyl-N-(5-(3,5-dimethylisoxazol-4-yl)pyridin-2-yl)Acetamide